COCCC(C(=O)O)N oxymethionine